Tert-butyl (1R,2S)-2-[1-(tert-butoxycarbonyl)-3-[(3-methoxyquinolin-2-yl)amino]indazol-6-yl]-5'-methoxy-2'-oxospiro[cyclopropane-1,3'-indole]-1'-carboxylate C(C)(C)(C)OC(=O)N1N=C(C2=CC=C(C=C12)[C@@H]1C[C@@]12C(N(C1=CC=C(C=C21)OC)C(=O)OC(C)(C)C)=O)NC2=NC1=CC=CC=C1C=C2OC